tert-butyl 3-[5-amino-4-cyano-2-(trifluoromethyl)-3-thienyl]azetidine-1-carboxylate NC1=C(C(=C(S1)C(F)(F)F)C1CN(C1)C(=O)OC(C)(C)C)C#N